CC1=C(C(=CC(=C1)C(F)(F)F)C)NC1=NC=CC2=C1N=CN2CC(=O)N(C)C 2-(4-((2,6-Dimethyl-4-(trifluoromethyl)phenyl)amino)-1H-imidazo[4,5-c]pyridin-1-yl)-N,N-dimethyl-acetamide